FC1=CC=C2CCN(C2=C1)CC=1C=C(C=C2C(C=C(OC12)N1CCOCC1)=O)C(=O)N(C)C 8-((6-fluoroindolin-1-yl)methyl)-N,N-dimethyl-2-morpholino-4-oxo-4H-chromene-6-carboxamide